CN1CCN(CC1)C1=NC=CC(=C1)C=1C=C2C(=NC1)NC=C2C=2C=CC=1N(C2)C=CN1 6-(5-(2-(4-Methylpiperazin-1-yl)pyridin-4-yl)-1H-pyrrolo[2,3-b]pyridin-3-yl)imidazo[1,2-a]pyridine